3-methoxy-5-(4-nitro-1H-imidazol-1-yl)pyridine iron carbon [C].[Fe].COC=1C=NC=C(C1)N1C=NC(=C1)[N+](=O)[O-]